7-Ethyl-4-(4-fluoro-3-(6-methoxy-2-methylimidazo[1,2-a]pyridin-7-yl)phenyl)-7H-imidazo[4,5-c]pyridazine C(C)N1C=NC2=C1N=NC=C2C2=CC(=C(C=C2)F)C2=CC=1N(C=C2OC)C=C(N1)C